N-(5-(2,5-dioxo-2,5-dihydro-1H-pyrrol-1-yl)naphthalen-1-yl)acetamide tert-butyl-(R)-(5,5-difluoro-1-((4-fluorobicyclo[2.2.2]octan-1-yl)amino)-1-oxohexan-2-yl)carbamate C(C)(C)(C)N(C(O)=O)[C@@H](C(=O)NC12CCC(CC1)(CC2)F)CCC(C)(F)F.O=C2N(C(C=C2)=O)C2=C1C=CC=C(C1=CC=C2)NC(C)=O